1-(tert-butyl) 2-methyl 6-hydroxy-6-(trifluoromethyl)-5,6-dihydrocyclopenta[b]pyrrole-1,2(4H)-dicarboxylate OC1(CCC2=C1N(C(=C2)C(=O)OC)C(=O)OC(C)(C)C)C(F)(F)F